C(O)([O-])=O.C(C)(C)C1=C(C(=CC=C1)C(C)C)N1C=[N+](C=C1)C1=C(C=CC=C1C(C)C)C(C)C 1,3-bis(2,6-diisopropylphenyl)-1H-imidazol-3-ium hydrogen carbonate